ClC1=C(C=C2C(=N1)N(N=C2)C(C(C)(C)C)=O)NC2=CC(=C(C=C2)F)C 1-[6-chloro-5-(4-fluoro-3-methyl-anilino)pyrazolo[3,4-b]pyridin-1-yl]-2,2-dimethyl-propan-1-one